FC1=C(C=2C=NC(=NC2C=C1C1=C(C2=C(OCCN2)N=C1)C)NC1=C(C=C2C[C@H](N([C@@H](C2=C1)C)C)C)OC)N |&1:28| (R,R and S,S)-6-fluoro-N~2~-(6-methoxy-1,2,3-trimethyl-1,2,3,4-tetrahydroisoquinolin-7-yl)-7-(8-methyl-2,3-dihydro-1H-pyrido[2,3-b][1,4]oxazin-7-yl)quinazoline-2,5-diamine